C1(CC1)N1C(=NC=C1)NC(C1=C(N=C(C(=C1)F)N1N=C(N(C1=O)CC)CO)O[C@H](C(F)(F)F)C)=O (S)-N-(1-Cyclopropyl-1H-imidazol-2-yl)-6-(4-ethyl-3-(hydroxymethyl)-5-oxo-4,5-dihydro-1H-1,2,4-triazol-1-yl)-5-fluoro-2-((1,1,1-trifluoropropan-2-yl)oxy)nicotinamide